N-(3-glycolylnaphthyl)-2-(phenyl)-indole-13C C(CO)(=O)C=1C=C(C2=CC=CC=C2C1)N1[13C](=CC2=CC=CC=C12)C1=CC=CC=C1